C(CCCCCCCCCCCCCCCCC)NC(=O)NCCC[Si](OCC)(OCC)OCC 1-octadecyl-3-(3-(triethoxysilyl)propyl)urea